ethyl 2-((1r,4r)-4-(6-((4-chloro-2-fluorobenzofuran-7-yl)methoxy)pyridin-2-yl)cyclohexyl)acetate ClC1=CC=C(C2=C1C=C(O2)F)COC2=CC=CC(=N2)C2CCC(CC2)CC(=O)OCC